(S)-2-(4-(6-((4-chloro-6-(1H-1,2,3-triazol-1-yl)pyridin-3-yl)methoxy)pyridin-2-yl)-2,5-difluorobenzyl)-1-(4,4-dimethyltetrahydrofuran-3-yl)-1H-benzo[d]imidazole-6-carboxylic acid ClC1=C(C=NC(=C1)N1N=NC=C1)COC1=CC=CC(=N1)C1=CC(=C(CC2=NC3=C(N2[C@@H]2COCC2(C)C)C=C(C=C3)C(=O)O)C=C1F)F